(S)-2-(3-cyclopropyl-1H-pyrazol-1-yl)-N-(2-(3,5-difluorophenyl)-1-(3-(4-(morpholinosulfonyl)phenyl)-4-oxo-7-(pyridin-2-yl)-3,4-dihydroquinazolin-2-yl)ethyl)acetamide C1(CC1)C1=NN(C=C1)CC(=O)N[C@@H](CC1=CC(=CC(=C1)F)F)C1=NC2=CC(=CC=C2C(N1C1=CC=C(C=C1)S(=O)(=O)N1CCOCC1)=O)C1=NC=CC=C1